NC1=C(C=2C(=NC(=C(C2)C)C)N1C1=C(C(=CC=C1C)O)C)C(=O)NC1CNCC1 2-Amino-1-(3-hydroxy-2,6-dimethylphenyl)-5,6-dimethyl-N-(pyrrolidin-3-yl)-1H-pyrrolo[2,3-b]pyridine-3-carboxamide